C(=C)(C1=CC=C(N(CC)[Si](C)(C)C)C=C1)C1=CC=C(N([Si](C)(C)C)CC)C=C1 4,4'-vinylidenebis[N-ethyl-N-(trimethylsilyl)aniline]